7-((2S,5R)-2,5-dimethylpiperazin-1-yl)-4-methyl-2-(tetrahydro-2H-pyran-2-yl)-2,4-dihydro-5H-pyrazolo[4,3-b]Pyridin-5-one C[C@@H]1N(C[C@H](NC1)C)C=1C=2C(N(C(C1)=O)C)=CN(N2)C2OCCCC2